ClC1=CC=C(C(CBr)=O)C=C1 4-chlorophenacyl bromide